9-(4-((1-(3-Fluoropropyl)azetidin-3-yl)methyl)phenyl)-8-(3-methyl-2-(trifluoromethyl)phenyl)-6,7-dihydro-5H-benzo[7]annulen FCCCN1CC(C1)CC1=CC=C(C=C1)C1=C(CCCC2=C1C=CC=C2)C2=C(C(=CC=C2)C)C(F)(F)F